C1(CCCCC1)C1(C(CCCC1OCC)OCC)COCC 2-cyclohexyl-2-ethoxymethyl-1,3-diethoxycyclohexane